N-methyl-N-isopropylamine CNC(C)C